NCC(CN)O 1,3-diamino-2-hydroxypropane